FC=1C(=C(C=CC1)NC1=C(NC2=C1C(NCC2)=O)C2=C(C=NC=C2)OC[C@@H]2N(CCC2)C(C=C)=O)OC 3-[(3-fluoro-2-methoxyphenyl)amino]-2-(3-{[(2R)-1-(prop-2-enoyl)pyrrolidin-2-yl]methoxy}pyridin-4-yl)-1H,5H,6H,7H-pyrrolo[3,2-c]pyridin-4-one